{2-Chloro-4-[(5-chloro-thiophen-2-ylmethyl)-(methyl)amino]-phenyl}-carbamic acid but-3-enyl ester C(CC=C)OC(NC1=C(C=C(C=C1)N(C)CC=1SC(=CC1)Cl)Cl)=O